Cl.CC=1SC(=CC1N)C 2,5-Dimethylthiophene-3-amine hydrochloride